ClC1=CC=C2C(=C(N(C2=C1F)C=1C=NC=CC1)C1CC1)SC=1C(=C(C(=O)[O-])C=CC1)F ((6-chloro-2-cyclopropyl-7-fluoro-1-(pyridin-3-yl)-1H-indol-3-yl)thio)-2-fluorobenzoate